BrC=1C=C(C=CC1)C1=NNC(=C1)C(=O)N 3-m-bromophenyl-1H-pyrazole-5-carboxamide